3,6,7-trichloroquinoline-8-carboxylic acid ClC=1C=NC2=C(C(=C(C=C2C1)Cl)Cl)C(=O)O